4-(hydroxy(2-(trifluoromethyl)pyridin-4-yl)methyl)benzonitrile OC(C1=CC=C(C#N)C=C1)C1=CC(=NC=C1)C(F)(F)F